ClC1=C(C=CC=C1Br)O 2-chloro(bromo)phenol